silver chloride nitrate [N+](=O)(O)[O-].[Ag]Cl